N-(3-cyano-4,5,6,7-tetrahydrobenzo[b]thien-2-yl)-1-naphthalenecarboxamide C(#N)C=1C2=C(SC1NC(=O)C1=CC=CC3=CC=CC=C13)CCCC2